ClC=1C=C(C=CC1Cl)NC(=O)[C@H]1[C@H]2C[C@@H]([C@@H]([C@@H]1C1=CC(=NC=C1)C)O2)O (1R,2R,3S,4R,5S)-N-(3,4-dichlorophenyl)-5-hydroxy-3-(2-methylpyridin-4-yl)-7-oxabicyclo[2.2.1]Heptane-2-carboxamide